CNC(OC1=C(C(=CC=C1)NCC#C)C)=O 2-methyl(prop-2-ynyl)aminophenyl methylcarbamate